CN(C(OC(C)(C)C)=O)[C@@H]1COC2=C1C=CC(=C2)N2N=CC(=C2)C(F)(F)F tert-butyl (S)-methyl(6-(4-(trifluoromethyl)-1H-pyrazol-1-yl)-2,3-dihydrobenzofuran-3-yl)carbamate